NC1=C(C=C(C=C1)C=1C=C2C(=CC=NC2=CC1)NC(C=C)=O)C#N N-[6-(4-amino-3-cyanophenyl)quinolin-4-yl]prop-2-enamide